2-(4-amino-7H-pyrrolo[2,3-d]pyrimidin-7-yl)hexahydro-2H-cyclopenta[b]furan-3,3a-diol NC=1C2=C(N=CN1)N(C=C2)C2C(C1(C(O2)CCC1)O)O